CN1N=C(C=C1)C=1C(=CC(=NC1)NC(C)=O)NC1=CC2=C(C(=N1)S(=O)(=O)C)CCCO2 N-(5-(1-methyl-1H-pyrazol-3-yl)-4-((5-(methylsulfonyl)-3,4-dihydro-2H-pyrano[3,2-c]pyridin-7-yl)amino)pyridin-2-yl)acetamide